C(C1CO1)OC(C)[Si](OCCC)(OCCC)OCCC α-glycidoxyethyltripropoxysilane